C(C)(C)(C)OC(=O)N1CCN(CC1)C=1C(=NC(=CC1)C(NCC)=O)F 4-[6-(ethylcarbamoyl)-2-fluoro-3-pyridinyl]piperazine-1-carboxylic acid tert-butyl ester